FC=1C(=NC(=NC1)NC1CCN(CC1)S(=O)(=O)C)C=1C=NC(=CC1)OC(C)C 5-fluoro-4-(6-isopropoxypyridin-3-yl)-N-(1-(methylsulfonyl)piperidin-4-yl)pyrimidin-2-amine